tert-butyl 4-(9-(2,6-dioxopiperidin-3-yl)-9H-pyrido[2,3-b]indol-6-yl)piperidine-1-carboxylate O=C1NC(CCC1N1C2=C(C3=CC(=CC=C13)C1CCN(CC1)C(=O)OC(C)(C)C)C=CC=N2)=O